5-(2-(1-(oxetan-3-yl)azetidin-3-yl)ethyl)-1H-pyrrolo[3,2-b]Pyridine O1CC(C1)N1CC(C1)CCC1=CC=C2C(=N1)C=CN2